FC1=CC(=C(C=C1)N1C(C(=CC=C1)C(=O)NC=1C=NC(=CC1)OC)=O)OC 1-(4-fluoro-2-methoxyphenyl)-N-(6-methoxypyridin-3-yl)-2-oxo-1,2-dihydropyridine-3-carboxamide